CN1N=CC(=C1)C=1C=NC2=CC=CC(=C2C1)C1=NN(C2=C1CN(CC2)C(C)=O)[C@@H]2COCC2 (S)-1-(3-(3-(1-methyl-1H-pyrazol-4-yl)quinolin-5-yl)-1-(tetrahydrofuran-3-yl)-6,7-dihydro-1H-pyrazolo[4,3-c]pyridin-5(4H)-yl)ethanone